C1(=CC=C(C=C1)C=1C=C2C(=NC1)SC(=N2)C(=O)O)C2=CC=CC=C2 6-([1,1'-biphenyl]-4-yl)thiazolo[5,4-b]pyridine-2-carboxylic acid